7,8,9-trifluoro-2,3-dihydro-5H-benzo[e]imidazo[2,1-b][1,3]thiazin-5-one FC=1C(=C(C2=C(C(N3C(S2)=NCC3)=O)C1)F)F